N1N=NC=CC=CC=CC=CC=C1 triazacyclotridecin